FC(S(=O)(=O)O[C@@H](C(F)(F)F)C)(F)F (R)-1,1,1-trifluoropropan-2-yl trifluoromethanesulfonate